BrC1=C2C(=NC(=NC2=C(C=C1[N+](=O)[O-])F)O)O bromo-8-fluoro-6-nitroquinazoline-2,4-diol